ethyl 3-(2-(allyloxy)-3,5,6-trichlorophenyl)-4-aminobutyrate C(C=C)OC1=C(C(=C(C=C1Cl)Cl)Cl)C(CC(=O)OCC)CN